1,3,5-trifluoro-2-(hex-5-en-1-yloxy)benzene FC1=C(C(=CC(=C1)F)F)OCCCCC=C